ClC1=C(OCC=2C=C(C(=O)NC3=C(C(=O)N)C=CC=C3)C=CC2OC)C=CC=C1 2-{3-[(2-chlorophenoxy)methyl]-4-methoxybenzamido}benzamide